C(#N)C=1C=C(C=NC1OC(F)F)NC(=O)[C@H]1CC2(C3=C1C=NC=1N3N=C(C1)F)CCC2 (S)-N-(5-cyano-6-(difluoromethoxy)pyridin-3-yl)-2'-fluoro-6',7'-dihydrospiro[cyclobutane-1,8'-cyclopenta[e]pyrazolo[1,5-a]pyrimidine]-6'-carboxamide